C(CCCCC(=O)O)(=O)O.C(CCCCC)(O)O (hexanediol) adipate